(7S)-2,4-dichloro-7'-fluoro-6-methyl-spiro[5,8-dihydropyrido[4,3-d]pyrimidine-7,1'-indan] ClC=1N=C(C2=C(N1)C[C@]1(CCC3=CC=CC(=C13)F)N(C2)C)Cl